C(C)OC(=O)C1=C(N=C(S1)NC1=NC(=CC(=N1)NCC1=CC=C(C=C1)S(N)(=O)=O)C)C 4-methyl-2-[4-(4-sulfamoyl-benzylamino)-6-methyl-pyrimidin-2-ylamino]-thiazole-5-carboxylic acid ethyl ester